CC=1C=C(C=C(C1)C)B(O)O 3,5-dimethyl-phenylboronic acid